4-(3-(5-cyclopropyl-4,7-difluoro-3,3-dimethyl-2-oxoindolin-1-yl)-2-oxopyrrolidin-1-yl)pentanoic acid C1(CC1)C=1C(=C2C(C(N(C2=C(C1)F)C1C(N(CC1)C(CCC(=O)O)C)=O)=O)(C)C)F